N-(4-(perfluoropropane-2-yl)-2-(trifluoromethyl)phenyl)benzamide tert-Butyl-(1S,5R,7R)-7-ethynyl-4-oxo-3-(pyridin-2-yl)-3,6-diazabicyclo[3.2.1]octane-6-carboxylate C(C)(C)(C)OC(=O)N1[C@H]2C(N(C[C@@H]([C@@H]1C#C)C2)C2=NC=CC=C2)=O.FC(C(C(F)(F)F)(C2=CC(=C(C=C2)NC(C2=CC=CC=C2)=O)C(F)(F)F)F)(F)F